5-methyl-1H-imidazo[4,5-b]pyridine CC1=CC=C2C(=N1)N=CN2